5-hydroxybenzene-1,3-dioic acid OC=1C=C(C=C(C1)C(=O)O)C(=O)O